COP(OC)(=O)CC(CCCCC1=NC=2NCCCC2C=C1)=O.C1=C(C=CC2=CC=CC=C12)C(=O)NS N-2-naphthylcarbonyl-sulfenamide Dimethyl-(2-oxo-6-(5,6,7,8-tetrahydro-1,8-naphthyridin-2-yl)hexyl)phosphonate